tert-butyl (3S,4R)-4-{[5-amino-6-(dibenzylamino) pyrimidin-4-yl] amino}-3-fluoropiperidine-1-carboxylate NC=1C(=NC=NC1N(CC1=CC=CC=C1)CC1=CC=CC=C1)N[C@H]1[C@H](CN(CC1)C(=O)OC(C)(C)C)F